C(N)(OC(C(=NN(C1=CC(=C(C(=C1)Cl)OC=1C=C2C(=CC=NC2=CC1)CC)Cl)CC)C#N)=O)=O Ethyl-(2-cyano-2-(2-(3,5-dichloro-4-((4-ethylquinolin-6-yl) oxy) phenyl) hydrazono) acetyl) carbamate